bromotrifluoromethane BrC(F)(F)F